TETRAMETHYLENE GLYCOL C(CCCO)O